C1(CC1)[C@H](C)NCC1=C2C(=NC(=C1)C(=O)NC1=CC(=CC=C1)C1(CC(C1)C)C1=NN=CN1C)C(CO2)(C)C 7-((((S)-1-cyclopropylethyl)amino)methyl)-3,3-dimethyl-N-(3-((1s,3R)-3-methyl-1-(4-methyl-4H-1,2,4-triazol-3-yl)cyclobutyl)phenyl)-2,3-dihydrofuro[3,2-b]pyridine-5-carboxamide